C1(CC1)C1=CC=2N(C(C(=C(N2)C(F)(F)F)C2=CC=C(C=C2)OCC(F)(F)F)=O)C=C1 8-cyclopropyl-3-(4-(2,2,2-trifluoroethoxy)phenyl)-2-(trifluoromethyl)-4H-pyrido[1,2-a]pyrimidin-4-one